(1S,3S)-3-((6-(5-(((4-cyclobutyl-pyrimidin-2-yl)amino)methyl)-1-methyl-1H-1,2,3-triazol-4-yl)-2-methylpyridin-3-yl)oxy)cyclohexanecarboxylic acid C1(CCC1)C1=NC(=NC=C1)NCC1=C(N=NN1C)C1=CC=C(C(=N1)C)O[C@@H]1C[C@H](CCC1)C(=O)O